3-((6-bromo-2-oxo-1,4-dihydroquinolin-3(2H)-ylidene)methyl)benzoic acid methyl ester COC(C1=CC(=CC=C1)C=C1C(NC2=CC=C(C=C2C1)Br)=O)=O